2,4,6-tri(4-cyanophenyl)-1,3,5-triazine C(#N)C1=CC=C(C=C1)C1=NC(=NC(=N1)C1=CC=C(C=C1)C#N)C1=CC=C(C=C1)C#N